(3s,5r)-5-({4-[2-hydroxy-4-(trifluoromethyl)phenyl]phthalazin-1-yl}amino)-1-methylpiperidin-3-ol formate C(=O)O[C@@H]1CN(C[C@@H](C1)NC1=NN=C(C2=CC=CC=C12)C1=C(C=C(C=C1)C(F)(F)F)O)C